(S)-2-((5-cyano-2-cyclopropyl-3-(2-methylpiperazin-1-yl)phenyl)amino)-4-(cyclopropyl(4-methoxybenzyl)amino)pyrazolo[1,5-a][1,3,5]triazine-8-carbonitrile C(#N)C=1C=C(C(=C(C1)NC1=NC=2N(C(=N1)N(CC1=CC=C(C=C1)OC)C1CC1)N=CC2C#N)C2CC2)N2[C@H](CNCC2)C